CC1=C(C(=O)P(C2=CC=CC=C2)(C(C2=C(C=C(C=C2C)C)C)=O)=O)C(=CC(=C1)C)C bis(2,4,6-tri-methylbenzoyl)-phenyl-phosphine oxide